(benzyloxy)-N-(1-(methylsulfonyl)piperidin-4-yl)-2,6-naphthyridin-3-amine C(C1=CC=CC=C1)OC1=NC(=CC2=CN=CC=C12)NC1CCN(CC1)S(=O)(=O)C